p-methoxybenzoate COC1=CC=C(C(=O)[O-])C=C1